ClC=1C=C(C=C(C1)Cl)N1N=C(C=2CCC3=C(C12)C=C(C(=C3)OC)C=3C=C(C=NC3)C(=O)N)C(=O)N3C(CN(CCC3)C)(C)C 5-[1-(3,5-dichlorophenyl)-7-methoxy-3-(2,2,4-trimethyl-1,4-diazepane-1-carbonyl)-4,5-dihydrobenzo[g]indazol-8-yl]pyridine-3-carboxamide